4-({3-[(2S)-2-(4-chlorophenyl)-2-hydroxyethyl]-1,2,4-oxadiazol-5-yl}methyl)-6-methyl-5-oxopyrazine-2-carboxamide ClC1=CC=C(C=C1)[C@H](CC1=NOC(=N1)CN1C=C(N=C(C1=O)C)C(=O)N)O